C1(=CC=C(C=C1)CN1C=CC2=CC=CC=C12)C1=CC=CC=C1 1-([1,1'-biphenyl]-4-ylmethyl)-1H-indole